C1(=CCCCC1)O 1-cyclohexen-1-ol